C(C)[C@@]1(CCNC1=O)F (2S,4S)-4-ethyl-4-fluoro-5-oxopyrrolidin